4-({3-fluoro-4-[5-(trifluoromethyl)-1,2,4-oxadiazol-3-yl]phenyl}methoxy)-1,6-dimethyl-1H-pyrazolo[3,4-d]pyrimidine FC=1C=C(C=CC1C1=NOC(=N1)C(F)(F)F)COC1=C2C(=NC(=N1)C)N(N=C2)C